(1R,4R,7R)-2-{2-[1-(cyclopropylmethyl)-1H-indol-2-yl]-1-{[1-(2-fluorobenzoyl)azetidin-3-yl]methyl}-7-methoxy-1H-1,3-benzodiazole-5-carbonyl}-2-azabicyclo[2.2.1]heptan-7-amine C1(CC1)CN1C(=CC2=CC=CC=C12)C1=NC2=C(N1CC1CN(C1)C(C1=C(C=CC=C1)F)=O)C(=CC(=C2)C(=O)N2[C@@H]1CC[C@H](C2)[C@H]1N)OC